3-amino-1,5-naphthalenedisulfonyl chloride NC=1C=C(C=2C=CC=C(C2C1)S(=O)(=O)Cl)S(=O)(=O)Cl